bis[4-(diphenylsulfonio) phenyl] sulfide C1(=CC=CC=C1)[S+](C1=CC=C(C=C1)SC1=CC=C(C=C1)[S+](C1=CC=CC=C1)C1=CC=CC=C1)C1=CC=CC=C1